(E)-1'-benzyl-4,4'-bipyridinium C(C1=CC=CC=C1)[N+]1=CC=C(C=C1)C1=CC=[NH+]C=C1